O=C([C@H](CCC(NC[C@@H]([C@H]([C@@H]([C@@H](CO)O)O)O)O)=O)NC(OC(C)(C)C)=O)NC[C@@H]([C@H]([C@@H]([C@@H](CO)O)O)O)O tert-butyl ((S)-1,5-dioxo-1,5-bis(((2S,3R,4R,5R)-2,3,4,5,6-pentahydroxyhexyl)amino)pentan-2-yl)carbamate